2-(trifluoromethyl)benzeneacetonitrile FC(C1=C(C=CC=C1)CC#N)(F)F